[Si](C1=CC=CC=C1)(C1=CC=CC=C1)(C(C)(C)C)OC[C@H](CCC(C)=O)NC(OC(C)(C)C)=O (S)-tert-butyl (1-((tert-butyldiphenylsilyl)oxy)-5-oxohexan-2-yl)carbamate